O=C1NC(CCC1N1C(C2=CC=C(C=C2C1=O)N1CCC(CC1)OCCOCCCOC1CC(C1)OC1=NC=C(C=C1)C=1C=CC=2C3=C(N(C2C1)C)C=CN=C3)=O)=O 2-(2,6-dioxopiperidin-3-yl)-5-(4-(2-(3-((1r,3r)-3-((5-(5-methyl-5H-pyrido[4,3-b]indol-7-yl)pyridin-2-yl)oxy)cyclobutoxy)propoxy)ethoxy)piperidin-1-yl)isoindoline-1,3-dione